N~2~-[5-chloro-1-(1-methylcyclopropyl)-1H-pyrazol-4-yl]-6-fluoro-7-(8-methyl-2,3-dihydro-1H-pyrido[2,3-b][1,4]oxazin-7-yl)quinazoline-2,5-diamine ClC1=C(C=NN1C1(CC1)C)NC1=NC=2C=C(C(=C(C2C=N1)N)F)C1=C(C2=C(OCCN2)N=C1)C